2-amino-6-fluoronicotinonitrile NC1=C(C#N)C=CC(=N1)F